2-methyl-4,6-bis(trichloromethyl)-s-triazine prop-2-enoyl-prop-2-enoate C(C=C)(=O)OC(C=C)=O.CC1=NC(=NC(=N1)C(Cl)(Cl)Cl)C(Cl)(Cl)Cl